C(C)(C)N(S(=O)(=O)C1=CC=C(C=C1)S(=O)(=O)N1C[C@@H](CCC1)C(=O)OCC)C(C)C ethyl (R)-1-((4-(N,N-diisopropylsulfamoyl)phenyl) sulfonyl)piperidine-3-carboxylate